5-benzyl-N-(4-(5-fluoro-2-methoxyphenyl)pyridin-2-yl)-4H-1,2,4-triazole-3-carboxamide C(C1=CC=CC=C1)C=1NC(=NN1)C(=O)NC1=NC=CC(=C1)C1=C(C=CC(=C1)F)OC